4-(5-amino-1-methyl-1H-pyrazol-4-yl)-2,6-difluoro-N-(4-(2-(4-fluorophenyl)but-3-yn-2-yl)thiazol-2-yl)benzamide NC1=C(C=NN1C)C1=CC(=C(C(=O)NC=2SC=C(N2)C(C)(C#C)C2=CC=C(C=C2)F)C(=C1)F)F